COC1=C(CN2N=CC=C2N)C=CC(=C1)OC 1-(2,4-dimethoxybenzyl)-1H-pyrazol-5-amine